C(#N)C=1N(C2=CC(=CC(=C2C1)C)F)CCNC1=CC(=NC=N1)C1=CC(=CS1)OCC 5-{6-[2-(2-Cyano-6-fluoro-4-methyl-indol-1-yl)-ethylamino]-pyrimidin-4-yl}-3-ethoxy-thiophen